6-(1-((5-(methoxy-d3)-1-methyl-1H-pyrazol-4-yl)sulfonyl)piperidin-4-yl)-7-methyl-[1,2,4]triazolo[1,5-b]pyridazine C(OC1=C(C=NN1C)S(=O)(=O)N1CCC(CC1)C=1C(=CC=2N(N1)N=CN2)C)([2H])([2H])[2H]